DL-malic acid dimethyl ester COC(C(O)CC(=O)OC)=O